Dichloro-(2,4-dimethoxyphenyl)-phosphin ClP(C1=C(C=C(C=C1)OC)OC)Cl